FC1=CC=C(C=C1)N1N=C(C2=CC=CC=C2C1=O)N1CC(CCC1)NS(=O)(=O)CC N-(1-(3-(4-Fluorophenyl)-4-oxo-3,4-dihydrophthalazin-1-yl)piperidin-3-yl)ethanesulfonamide